BrC=1C(=NC(=NC1)NC1=CC=C2CCN(CC2=C1)C(CCC(=O)O)=O)NC1=C(C=CC=C1)C(NC)=O 4-{7-[5-bromo-4-(2-methylcarbamoyl-phenylamino)-pyrimidin-2-ylamino]-3,4-dihydro-1H-isoquinolin-2-yl}-4-oxo-butyric acid